3-[4-methyl-3-({[5-(trifluoromethyl)pyrazin-2-yl]amino}methyl)-2-azabicyclo[3.1.1]heptane-2-carbonyl]-4-(2H-1,2,3-triazol-2-yl)benzonitrile CC1C(N(C2CC1C2)C(=O)C=2C=C(C#N)C=CC2N2N=CC=N2)CNC2=NC=C(N=C2)C(F)(F)F